(R)-N-(1-(butylsulfonyl)piperidin-4-yl)-N-(1-phenylethyl)isoquinoline-3-carboxamide C(CCC)S(=O)(=O)N1CCC(CC1)N(C(=O)C=1N=CC2=CC=CC=C2C1)[C@H](C)C1=CC=CC=C1